ClC1=NC=C(C(=O)NN)C(=C1)NC1CCOCC1 6-chloro-4-((tetrahydro-2H-pyran-4-yl)amino)nicotinohydrazide